ClC1=CC=C(C=C1)C=1C=C(C(N(N1)C=1C=NN(C1)C)=O)C(=O)NC1(CCN(CC1)CC(=O)O)CO 2-(4-(6-(4-chlorophenyl)-2-(1-methyl-1H-pyrazol-4-yl)-3-oxo-2,3-dihydropyridazine-4-carboxamido)-4-(hydroxymethyl)piperidin-1-yl)acetic acid